3-(1-(3-(5-methoxypyrimidin-2-yl)benzyl)-6-oxo-1,6-dihydropyridazin-3-yl)benzonitrile COC=1C=NC(=NC1)C=1C=C(CN2N=C(C=CC2=O)C=2C=C(C#N)C=CC2)C=CC1